C(CCCCCCCCCCCCC)(=O)O.OCC(O)CO.OCC(O)CO.OCC(O)CO Triglycerin Monomyristate